10-hydroxy-2,2,4-trimethyl-4-[(trimethylsilyl)oxy]-3,8-dioxa-2,4-disilaundecan-11-yl 2-methylprop-2-enoate Hexadecyl-prop-2-enoate C(CCCCCCCCCCCCCCC)OC(C=C)=O.CC(C(=O)OCC(COCCC[Si](O[Si](C)(C)C)(O[Si](C)(C)C)C)O)=C